OC(C=CC#CCC=CCC=CCC=CCCCCCCCCCCCCCCC(=O)[O-])CC=CCC 29-hydroxytetratriaconta-16,19,22,27,31-pentaen-25-ynoat